FC=1C=C2C(C(=CN(C2=CC1N1[C@H](CCC1)CN1N=CC=C(C1=O)C)C1=CC=C(C=C1)O)C(=O)O)=O (R)-6-fluoro-1-(4-hydroxyphenyl)-7-(2-((5-methyl-6-oxopyridazin-1(6H)-yl)methyl)pyrrolidin-1-yl)-4-oxo-1,4-dihydroquinoline-3-carboxylic acid